7-[(3R)-3-[(tert-butoxycarbonyl)amino]-4-(2,4,5-trifluorophenyl)butanoyl]-3-(trifluoromethyl)-5H,6H,8H-imidazo[1,5-a]pyrazine-1-carboxylic acid C(C)(C)(C)OC(=O)N[C@@H](CC(=O)N1CC=2N(CC1)C(=NC2C(=O)O)C(F)(F)F)CC2=C(C=C(C(=C2)F)F)F